methyl 4-(methylamino)butanoate hydrochloride Cl.CNCCCC(=O)OC